COC=1C(=NC=NC1OC)NS(=O)(=O)C1=CC=CC=C1 N-(5,6-dimethoxypyrimidine-4-yl)benzenesulfonamide